[Li].Cl.[Li] lithium hydrochloride lithium